FC1=CC=C(C=C1)C1NC(CN(C1)C(=O)[O-])(C)C 5-(4-fluorophenyl)-3,3-dimethyl-piperazine-1-carboxylate